N=1N2C(=C(C1)C1=CN3C(S1)=C(C=N3)C(=O)NC=3C(=NC=C(C(=O)O)C3)C)CCC2 5-(2-(5,6-dihydro-4H-pyrrolo[1,2-b]pyrazol-3-yl)pyrazolo[5,1-b]thiazole-7-carboxamido)-6-methylnicotinic acid